FC1=C(C=C(C(=C1)C(F)(F)F)F)NS(=O)(=O)C1=CNC(=C1)C1=CC(=CC=C1)OC N-[2,5-difluoro-4-(trifluoromethyl)phenyl]-5-(3-methoxyphenyl)-1H-pyrrole-3-sulfonamide